2-fluoro-4-[5-(hydroxymethyl)-2-(2-oxa-8-azaspiro[4.5]decan-8-yl)phenyl]benzonitrile FC1=C(C#N)C=CC(=C1)C1=C(C=CC(=C1)CO)N1CCC2(CCOC2)CC1